1-(3-methoxyazetidin-1-yl)ethanone COC1CN(C1)C(C)=O